CC1(OCCCC1)CC(C)C methyl-isobutyl-tetrahydropyran